3-{[8-(heptadecan-9-yloxy)-8-oxooctyl][8-oxo-8-(undec-3-yloxy)octyl]amino}propane-1-sulfonic acid CCCCCCCCC(CCCCCCCC)OC(CCCCCCCN(CCCS(=O)(=O)O)CCCCCCCC(OC(CC)CCCCCCCC)=O)=O